ClC1=C(C=C(C=C1)NC(=O)N1CC2C(C1)CC(C2)C2=CC=CC=C2)C(F)(F)F N-[4-chloro-3-(trifluoromethyl)phenyl]-5-phenyl-octahydrocyclopenta[c]pyrrole-2-carboxamide